phosphorus copper water O.[Cu].[P]